6-methyl-2,4-dihydroxybenzoic acid CC1=CC(=CC(=C1C(=O)O)O)O